ClC1=C(C=O)C=CC(=C1)OCCN1[C@@H](C(NCC1)=O)C (R)-2-chloro-4-(2-(2-methyl-3-oxopiperazin-1-yl)ethoxy)benzaldehyde